O[C@H]1CN(CC1)CCCOC=1C(=C(C=CC1)C1=C(C(=CC=C1)OCCCN1C[C@@H](CCC1)O)C)C (R)-1-(3-((3'-(3-((R)-3-hydroxypyrrolidin-1-yl)propoxy)-2,2'-dimethyl-[1,1'-biphenyl]-3-yl)oxy)propyl)piperidin-3-ol